tert-butyl (S)-(1-(6-fluoro-4-(4-fluorophenyl)-1,2,3,4-tetrahydroquinoxaline-1-carbonyl)pyrrolidin-3-yl)(methyl)carbamate FC=1C=C2N(CCN(C2=CC1)C(=O)N1C[C@H](CC1)N(C(OC(C)(C)C)=O)C)C1=CC=C(C=C1)F